1,2,3-tris(4-cyanatophenyl)propane palladium(II) [Pd+2].O(C#N)C1=CC=C(C=C1)CC(CC1=CC=C(C=C1)OC#N)C1=CC=C(C=C1)OC#N